N[C@H](C(O)(O)C1=NC=CC=C1)CCSC (2s)-2-amino-4-(methylsulfanyl)-1-pyridin-2-ylbutane-1,1-diol